NC1=C(C(=NN1C1CCN(CC1)C1CCN(CC1)C=1C=C2C(N(C(C2=CC1)=O)C1C(NC(CC1)=O)=O)=O)C1=CC=C(C=C1)OC1=NC=C(C=C1)Cl)C(=O)N 5-amino-3-(4-((5-chloropyridin-2-yl)oxy)phenyl)-1-(1'-(2-(2,6-dioxopiperidin-3-yl)-1,3-dioxoisoindolin-5-yl)-[1,4'-bipiperidin]-4-yl)-1H-pyrazole-4-carboxamide